DIHYDROPYRROLOPYRAZOLE C1=CNC2=C1NN=C2